CC1(C(N(C1)CCCNC1=NC(=NC=C1C#N)NC=1C(=NN(C1)C1CC2CCC(C1)N2C)C)=O)C 4-((3-(3,3-dimethyl-2-oxoazetidin-1-yl)propyl)amino)-2-((3-methyl-1-(8-methyl-8-azabicyclo[3.2.1]octan-3-yl)-1H-pyrazol-4-yl)amino)pyrimidine-5-carbonitrile